CC1=NC(=CC=C1)C 2,6-diMethyl-pyridine